2-(1,3-dioxolan-2-yl)-3-(1,3-thiazol-2-yl)phenoxyacetic acid O1C(OCC1)C1=C(OCC(=O)O)C=CC=C1C=1SC=CN1